O=C1NC(CCC1C1=CC=C(C=C1)OCCCCOC=1C=C(C=CC1)C1C(CNC1)C#N)=O rac-4-{3-[(4-{[4-(2,6-dioxohexahydropyridin-3-yl)phenyl]oxy}butyl)oxy]phenyl}tetrahydropyrrole-3-carbonitrile